(2S)-2-amino-4-methylpent-4-enoic acid N[C@H](C(=O)O)CC(=C)C